ClC=1C=C(C=NC1)CN1[C@@H](CCN2C1=NC(=CC2=O)N2[C@@H](COCC2)C)C(F)(F)F (S)-9-(5-Chloro-pyridin-3-ylmethyl)-2-((R)-3-methyl-morpholin-4-yl)-8-trifluoromethyl-6,7,8,9-tetrahydro-pyrimido[1,2-a]-pyrimidin-4-one